6-amino-5-(4-hydroxypiperazin-1-yl)-2,3-dihydro-1,4-benzodioxine NC1=C(C2=C(OCCO2)C=C1)N1CCN(CC1)O